4-(3-(4-hydroxyphenyl)-1H-pyrazolo[3,4-b]pyridin-5-yl)benzene-1,2-diol OC1=CC=C(C=C1)C1=NNC2=NC=C(C=C21)C=2C=C(C(=CC2)O)O